N-({4-chloro-1H,3H-furo[3,4-c]quinolin-7-yl}methyl)-N-{5H,6H,7H-pyrazolo[3,2-b][1,3]oxazin-3-yl}-6-(trifluoromethyl)pyridine-3-carboxamide ClC1=NC=2C=C(C=CC2C2=C1COC2)CN(C(=O)C=2C=NC(=CC2)C(F)(F)F)C=2C=NN1C2OCCC1